4-(2-(dimethylamino)pyridin-4-yl)-7-fluoroisoindolin-1-one CN(C1=NC=CC(=C1)C1=C2CNC(C2=C(C=C1)F)=O)C